13-hydroxy-cis-9-octadecenoic acid OC(CC\C=C/CCCCCCCC(=O)O)CCCCC